C1(=CC=CC=C1)C=1C=C(OC1)C=O 4-phenyl-furan-2-carbaldehyde